NC1CC2CN([C@@H]1CC2)C(=O)OC(C)(C)C |r| (R/S)-tert-butyl 6-amino-2-azabicyclo[2.2.2]octane-2-carboxylate